BrC=1C=C(C=CC1)C(C(=O)OC)=C methyl 2-(3-bromophenyl)acrylate